4-amino-1-methyl-1,2,4-triazolium NN1C=N[N+](=C1)C